ClC1=C(C(=O)NC2=NN=NN2C)C=CC=C1C(=O)NCC 2-chloro-N3-ethyl-N1-(1-methyl-1H-tetrazol-5-yl)isophthalamid